NC1=C(C(=O)OC)C=C(C(=C1)OCCC1=C(C=C(C(=C1)N)C(=O)OC)F)F methyl 2-amino-4-(5-amino-2-fluoro-4-(methoxycarbonyl)phenethoxy)-5-fluoro-benzoate